bisoxetane cyclohexanedicarboxylate C1(CCCCC1)(C(=O)O)C(=O)O.O1CCC1.O1CCC1